CN([C@@H](CS[C@H]1[C@@](O)([C@](O)([C@@](O)(CO1)OC(C)=O)OC(C)=O)OC(C)=O)C(=O)O)C(C1=CC=CC=C1)=O Methyl-N-benzoyl-S-(2,3,4-triacetoxy-α-L-xylosyl)-L-cysteine